Methyl 3-(3-(3-(2-methoxyethoxy)-4-((2-methoxyethoxy)methyl)phenoxy)azetidin-1-yl)-2-(1H-pyrrol-1-yl)benzoate COCCOC=1C=C(OC2CN(C2)C=2C(=C(C(=O)OC)C=CC2)N2C=CC=C2)C=CC1COCCOC